NC(C(=O)OC)C1=CC(=CC=C1)Br methyl 2-amino-2-(3-bromophenyl)acetate